COC1=CC=C(C=C1)C#CC=1C2=CC=CC=C2C(=C2C=CC=CC12)Br 9-p-methoxyphenylethynyl-10-bromoanthracene